C(C)(C)(C)C1=CC(=C(C=C1)C1=C(C=CC=C1)[Si](C)(C)C)[Si](C)(C)C (4-tert-butyl-[1,1'-biphenyl]-2,2'-diyl)bis(trimethylsilane)